tertiary butylphosphine C(C)(C)(C)P